C(C)(C)(C)N(C(O)=O)C1=CC(=NC=C1OCC)NC(CCOC)=O.C(C)OC=1C(=CC(=NC1)NC(CCOC)=O)NC(OC(C)(C)C)=O tert-butyl (5-ethoxy-2-(3-methoxypropanamido)pyridin-4-yl)carbamate tert-Butyl-(5-ethoxy-2-(3-methoxypropanamido)pyridin-4-yl)carbamate